C(C)(C)(C)OC(NC12CC(C1)(C2)[C@@H]2N([C@H](CC1=CC(=CC=C21)OC)CCCC)C(CC[Si](C)(C)C)=O)=O (3-((1S,3S)-3-butyl-6-methoxy-2-(3-(trimethylsilyl)propionyl)-1,2,3,4-tetrahydroisoquinolin-1-yl)bicyclo[1.1.1]pent-1-yl)carbamic acid tert-butyl ester